FC=1C=C(C=CC1)[C@H](C)NC(N)=O 3-[(1S)-1-(3-fluorophenyl)ethyl]urea